N1=C(C=CC=C1)C=1N=CC2=C(N1)CCN(C2)C(=O)N2CC1=C(N=C(N=C1)C1=NC=CC=C1)CC2 [2-(2-pyridyl)-7,8-dihydro-5H-pyrido[4,3-d]Pyrimidin-6-yl]Ketone